C(CCCCCCC(C)C)OC(C=1C(C(=O)OCCCCCCCC(C)C)=CC=CC1)=O Diiso-decylphthalat